ClC=1C=C(C=CC1)NC1N(C(=NC(=N1)N)N1CCOCC1)C1=CC(=C(C=C1)OC)OC N-(3-Chlorophenyl)-N1-(3,4-dimethoxyphenyl)-6-morpholin-4-yl-[1,3,5]triazine-2,4-diamine